6-(piperidin-4-yl)-1H-benzo[d]imidazole hydrochloride Cl.N1CCC(CC1)C=1C=CC2=C(NC=N2)C1